OCC1=C(C=2C(=NSN2)C=C1)C1=CC(C=C2C=3C=CC=CC3C=C12)(CCCCCCCCCC)CCCCCCCCCC 8-(5-hydroxymethyl-2,1,3-benzothiadiazol-4-yl)-6,6-didecyl-6H-fluorene